FC=1C(=C2C(=NC1NC1=NC(=CC(=C1)NC)C)CCO2)C2=CC[C@@H](CC2)N |r| N2-[6-fluoro-7-[rac-(4R)-4-aminocyclohexen-1-yl]-2,3-dihydrofuro[3,2-b]pyridin-5-yl]-N4,6-dimethyl-pyridine-2,4-diamine